C(C1=CC=CC=C1)OC(CN1C(C=2N(CC1C#N)C1=C(C2)CC(C1Cl)(C)C)=O)=O 6-chloro-3-cyano-2-(7,7-dimethyl-1-oxo-1,3,4,6,7,8-hexahydro-2H-cyclopenta[4,5]pyrrolo[1,2-a]pyrazin-2-yl)acetic acid benzyl ester